(R)-3-methyl-4-((triisopropylsilyl)oxy)butanal C[C@H](CC=O)CO[Si](C(C)C)(C(C)C)C(C)C